COCOC1=C(C=CC(=C1)C(F)(F)F)C1=NN=C(C2=CC=CC=C12)N[C@H]1CN(CCC1)C(=O)OC(C)(C)C tert-Butyl (3R)-3-[[4-[2-(methoxymethoxy)-4-(trifluoromethyl)phenyl]phthalazin-1-yl]amino]piperidine-1-carboxylate